2,2,3,3-Tetramethyl-N-(1-phenethylpiperidin-4-yl)-N-phenylcyclopropane-1-carboxamide CC1(C(C1(C)C)C(=O)N(C1=CC=CC=C1)C1CCN(CC1)CCC1=CC=CC=C1)C